C(C1=CC(=CC(=C1O)CCCCCCCCC)C)C1=CC(=CC(=C1O)CCCCCCCCC)C 2,2'-methylene-bis(6-nonyl-p-cresol)